4,6,6,7,8,8-hexamethyl-1,3,4,6,7,8-hexahydrocyclopenta[g]isochromene CC1COCC2=CC3=C(C=C12)C(C(C3(C)C)C)(C)C